2-[7-chloro-8-[rel-(2S)-2-methyl-2,3,4,7-tetrahydro-1H-azepin-5-yl]chroman-6-yl]-N4,6-dimethyl-pyrimidine-2,4-diamine ClC1=C(C=C2CCCOC2=C1C=1CC[C@@H](NCC1)C)C1(NC(=CC(=N1)NC)C)N |o1:14|